(2-(aminomethyl)piperidin-1-yl)methanone NCC1N(CCCC1)C=O